C(C)(=O)C1=CC(=C(OCCCC(=O)NCCOCCO)C=C1[N+](=O)[O-])OC 4-(4-acetyl-2-methoxy-5-nitrophenoxy)-N-[2-(2-hydroxyethoxy)ethyl]-butyramide